[K].COC[B-](F)(F)F.[H+] methoxy-methyltrifluoroboric acid potassium salt